FC1=C(C#N)C=C(C=C1)C(=O)N1CC2(C1)CC(C2)N(C=2C1=C(N=CN2)NC=C1)C 2-fluoro-5-{6-[methyl-(7H-pyrrolo[2,3-d]pyrimidin-4-yl)-amino]-2-aza-spiro[3.3]heptane-2-carbonyl}-benzonitrile